C(C)C1(COC(OC1)(C)C)CCC(CCCCCCCC)CCCCCC 5-ethyl-5-((2-hexyldecyl)methyl)-2,2-dimethyl-1,3-dioxane